COC(C1CCN(CC1)C1=C(C=C(C=C1)C1C(COC2=CC(=CC=C12)O)C1=CC=CC=C1)F)OC 4-(4-(4-(dimethoxymethyl)piperidin-1-yl)-3-fluorophenyl)-3-phenylchroman-7-ol